(5R,8S)-4-chloro-1-fluoro-10-(4-methoxyphenyl)-6,7,8,9-tetrahydro-5H-5,8-epiminocyclohepta[c]pyridine ClC=1C2=C(C(=NC1)F)C[C@@H]1CC[C@H]2N1C1=CC=C(C=C1)OC